CC(CCC(=O)O)C(C)=O 4-methyl-5-oxohexanoic acid